3,3'-Disulfanediylbis[(2R)-2-aminopropanoic acid] S(SC[C@@H](C(=O)O)N)C[C@@H](C(=O)O)N